2-[5-(bromomethyl)pyrazin-2-yl]-5-(difluoromethyl)-1,3,4-oxadiazole BrCC=1N=CC(=NC1)C=1OC(=NN1)C(F)F